C(CCCCCCCCCCCCCCC)#N palmitonitrile